C(C)(=O)O.NC1(CCN(CC1)C([C@H](NC([C@H](NC([C@H](NC([C@H](N)CC1=CC=CC=C1)=O)CC1=CC=CC=C1)=O)CC(C)C)=O)CCCCN)=O)C(=O)O 4-amino-1-(D-phenylalanyl-D-phenylalanyl-D-leucyl-D-lysyl)piperidine-4-carboxylic acid, acetate salt